1,2-bis[2-methyl-5-(3,4-difluorophenyl)thiophen-3-yl]perfluorocyclopentene tert-Butyl-4-(di(pyridin-3-yl)methyl)piperazine-1-carboxylate C(C)(C)(C)OC(=O)N1CCN(CC1)C(C=1C=NC=CC1)C=1C=NC=CC1.CC=1SC(=CC1C1=C(C(C(C1(F)F)(F)F)(F)F)C1=C(SC(=C1)C1=CC(=C(C=C1)F)F)C)C1=CC(=C(C=C1)F)F